FC(C1=NC(=NO1)C1=CC(NC=C1)=O)F 4-(5-(difluoromethyl)-1,2,4-oxadiazol-3-yl)pyridin-2(1H)-one